CN(C1=NC=CC(=N1)C(F)(F)F)C N,N-dimethyl-4-(trifluoromethyl)pyrimidin-2-amine